C(CCCCCCC)N(C1=CC=CC2=CC=CC=C12)C1=CC=CC=C1 Octyl-phenyl-naphthylamine